5-(4-ethylpiperazin-1-yl)-2-(4-isopropyl-5-(8-methoxy-[1,2,4]triazolo[1,5-a]pyridin-6-yl)-1H-pyrazol-3-yl)-4-methylthiazole C(C)N1CCN(CC1)C1=C(N=C(S1)C1=NNC(=C1C(C)C)C=1C=C(C=2N(C1)N=CN2)OC)C